2,6-Anhydro-5-[(tert-butoxycarbonyl)amino]-3,4,5-trideoxy-L-erythro-hexose C(C)(C)(C)OC(=O)N[C@@H]1CC[C@@H](C=O)OC1